4-(2,6-dimethylmorpholinyl)-2-methoxy-N-((5-(thiophen-2-yl)-1,3,4-oxadiazol-2-yl)methyl)benzamide tert-Butyl-(R)-4,5-diamino-5-oxopentanoate C(C)(C)(C)OC(CC[C@H](C(=O)N)N)=O.CC1CN(CC(O1)C)C1=CC(=C(C(=O)NCC=2OC(=NN2)C=2SC=CC2)C=C1)OC